C(C)(C)(C)OC(=O)N1CCN(CC1)C(=O)C1=CC=2C(=C3CCCN4C3=C(C2)CCC4)OC1=O 4-(11-oxo-2,3,6,7-tetrahydro-1H,5H,11H-pyrano[2,3-f]pyrido[3,2,1-ij]quinoline-10-carbonyl)piperazine-1-carboxylic acid tert-butyl ester